(S)-2-(4-fluorophenyl)-2-(2-(piperazin-1-yl)pyrimidin-5-yl)ethanol FC1=CC=C(C=C1)[C@H](CO)C=1C=NC(=NC1)N1CCNCC1